C(CCC)[C@H]1N(S(C2=C(N(C1)CC(C)(C)C)C=C(C(=C2)O\C=C(\C(=O)OCC)/F)SC)(=O)=O)C ethyl (R,Z)-3-((3-butyl-2-methyl-7-(methylthio)-5-neopentyl-1,1-dioxido-2,3,4,5-tetrahydrobenzo[f][1,2,5]thiadiazepin-8-yl)oxy)-2-fluoroacrylate